3-(3-chloro-4-fluorophenyl)-1-(1-(1-oxo-1,2-dihydroisoquinolin-4-yl)ethyl)-1-((tetrahydrofuran-3-yl)methyl)urea ClC=1C=C(C=CC1F)NC(N(CC1COCC1)C(C)C1=CNC(C2=CC=CC=C12)=O)=O